N-(4-(2-(4-chlorophenyl)-but-3-yn-2-yl)thiazol-2-yl)-4-hydroxypiperidine-1-carboxamide ClC1=CC=C(C=C1)C(C)(C#C)C=1N=C(SC1)NC(=O)N1CCC(CC1)O